1-methyloctahydrocyclopenta[b]pyrrol CN1C2C(CC1)CCC2